OP(O)(=O)OP(=O)(O)OP(=O)(O)OP(=O)(O)O.[C@@H]1([C@H](O)[C@H](O)[C@@H](CO)O1)N1C=NC=2C(=O)NC(N)=NC12 Guanosine tetraphosphate